ClC1=CC=C(C(=N1)C=1N=NN(N1)C)NC(C)C=1C=2C3=C(N(C(C2C=C(C1)C)=O)C)N(N=C3)CCO 9-(1-((6-chloro-2-(2-methyl-2H-tetrazol-5-yl)pyridin-3-yl)amino)ethyl)-3-(2-hydroxyethyl)-4,7-dimethyl-3,4-dihydro-5H-pyrazolo[3,4-c]isoquinolin-5-one